4-((3H-[1,2,3]triazolo[4,5-b]pyridin-3-yl)oxy)-6-(morpholine-4-carbonyl)quinoline-2-carbaldehyde N1=NN(C2=NC=CC=C21)OC2=CC(=NC1=CC=C(C=C21)C(=O)N2CCOCC2)C=O